CC=1C=C(N)C=CC1OC1=CC=2N(C=C1)C=C(N2)C 3-Methyl-4-((2-methylimidazo[1,2-a]pyridin-7-yl)oxy)aniline